Cl.FC(C(=O)N([C@H]1[C@@H](C1)C1=CC=CC=C1)CC1(CCNCC1)F)(F)F 2,2,2-trifluoro-N-((4-fluoropiperidin-4-yl)methyl)-N-(trans-2-phenylcyclopropyl)acetamide hydrochloride